thieno[3,2-b]thiophen-2-ylboronic acid S1C2=C(C=C1B(O)O)SC=C2